C(CCCCCCCCCCCCCCCCC)(=O)O.C(CCCCCCCCCCCCCCCCC)(=O)OCCCCCCCCCCCCCCCCCC stearyl stearate (stearate)